N-(2-(3,3-difluorocyclobutyl)acetyl)-D-serine FC1(CC(C1)CC(=O)N[C@H](CO)C(=O)O)F